C(C)(C)(C)OC(=O)N1C(CCCC1)C methyl-piperidine-1-carboxylic acid tert-butyl ester